OC[C@H]1OC[C@H]([C@H]([C@H]1O)O)C1=NNC=C1 (2R,3R,4R,5R)-2-(hydroxymethyl)-5-(1H-pyrazol-3-yl)tetrahydro-2H-pyran-3,4-diol